ClC=1C=C(C=C(C1CC=1C(=C(C(=CC1)O)C1=C(C=CC(=C1)OC(F)F)F)F)Cl)CCC(=O)OC methyl 3-(3,5-dichloro-4-((5'-(difluoromethoxy)-2,2'-difluoro-6-hydroxy-[1,1'-biphenyl]-3-yl)methyl)phenyl)propanoate